[7-fluoro-2-(hydroxymethyl)indan-5-yl]-2-morpholino-acetamide FC=1C=C(C=C2CC(CC12)CO)C(C(=O)N)N1CCOCC1